2-(6-((Z)-((1R,2R,5S)-2-fluoro-7-methyl-9-azabicyclo[3.3.1]nonan-3-ylidene)methyl)pyridazin-3-yl)-5-(1H-imidazol-1-yl)phenol F[C@H]\1[C@H]2CC(C[C@@H](C/C1=C/C1=CC=C(N=N1)C1=C(C=C(C=C1)N1C=NC=C1)O)N2)C